C(#N)C1CC(C1)N1N=CC(=C1)NC1=NC=C(C(=N1)C1=CC=C(C(=O)NCC#N)C=C1)C 4-(2-((1-(3-cyanocyclobutyl)-1H-pyrazol-4-yl)amino)-5-methylpyrimidin-4-yl)-N-(cyanomethyl)benzamide